benzyl (2S)-2-(cyanomethyl)-4-[7-(8-methyl-1-naphthyl)-2-(2-pyridylmethoxy)-6,8-dihydro-5H-pyrido[3,4-d]pyrimidin-4-yl]piperazine-1-carboxylate C(#N)C[C@@H]1N(CCN(C1)C=1C2=C(N=C(N1)OCC1=NC=CC=C1)CN(CC2)C2=CC=CC1=CC=CC(=C21)C)C(=O)OCC2=CC=CC=C2